C(C)OC(C(CC1=CC=C(C=C1)CN1CCCC1)C1=NC(=NC(=C1[N+](=O)[O-])N(CC1=CC=C(C=C1)OC)CC1=CC=C(C=C1)OC)OCCCC)=O 2-(6-(bis(4-methoxybenzyl)amino)-2-butoxy-5-nitropyrimidin-4-yl)-3-(4-(pyrrolidin-1-ylmethyl)phenyl)propanoic acid ethyl ester